C(#N)C(C)(C)NC(=O)C1=CN=C2N1N=C(C=C2N(C)CC2=CC=C(C=C2)OC)NC2=CC(=CC=C2)C2=NC=C(C=C2)C2OCCO2 N-(1-cyano-1-methylethyl)-6-({3-[5-(1,3-dioxolan-2-yl)pyridin-2-yl]phenyl}amino)-8-{[(4-methoxyphenyl)methyl](methyl)amino}imidazo[1,2-b]pyridazine-3-carboxamide